α-cyano-3-phenoxybenzyl alcohol C(#N)C(C1=CC(=CC=C1)OC1=CC=CC=C1)O